C(C)(=O)NC(C)C1CCN(CC1)C(=O)[C@H](CC(C)C)N1C([C@@H](NCC1)CC(C)C)=O (S)-1-[(S)-1-{[4-(1-Acetylaminoethyl)-1-piperidyl]carbonyl}-3-methylbutyl]-3-isobutyl-2-piperazinone